methyl-6-(4-(5'-(3,4-difluorophenyl)-5',6'-dihydrospiro[cyclopentane-1,7'-pyrrolo[2,3-b]pyrazine]-2'-carbonyl)-3,3-dimethylpiperazin-1-yl)-2,4-dimethylnicotinic acid CC=1C(=NC(=C(C(=O)O)C1C)C)N1CC(N(CC1)C(=O)C=1N=C2C(=NC1)N(CC21CCCC1)C1=CC(=C(C=C1)F)F)(C)C